CC=1C=C(C=CC1C)C1=CC=C(C(N1)=O)C(=O)NC1CS(C=C1)(=O)=O 6-(3,4-dimethylphenyl)-N-(1,1-dioxido-2,3-dihydrothiophen-3-yl)-2-oxo-1,2-dihydropyridine-3-carboxamide